N-(5,6-difluoro-1H-indol-3-yl)-4-(difluoro-methoxy)benzamide FC=1C=C2C(=CNC2=CC1F)NC(C1=CC=C(C=C1)OC(F)F)=O